C(C)(=O)O[C@@]1([C@H](OC([C@@H]1O)O)COC(C(=O)OCC)(C(=O)OCC)CC1=CC=C(C=C1)N1C(NCCC1)=O)C#C diethyl 2-(((2R,3S,4R)-3-acetoxy-3-ethynyl-4,5-dihydroxytetrahydrofuran-2-yl)methoxy)-2-(4-(2-oxotetrahydropyrimidin-1(2H)-yl)benzyl)malonate